C(C)(=O)O[C@@]1(C(OCC=2C(N3CC=4C(=NC=5C=C(C(=C6C5C4[C@H](CC6)[C@H](C=O)NC(C)=O)C)F)C3=CC21)=O)=O)CC (1S,9S)-1-((R)-1-acetamido-2-oxoethyl)-9-ethyl-5-fluoro-4-methyl-10,13-dioxo-2,3,9,10,13,15-hexahydro-1H,12H-benzo[de]pyrano[3',4':6,7]indolizino[1,2-b]quinolin-9-yl acetate